2-allyl-4-[(E)-2-(5-((E)-4-hydroxy-3-methoxy-5-prenylstyryl)-1H-pyrazol-3-yl)vinyl]-6-methoxyphenol C(C=C)C1=C(C(=CC(=C1)\C=C\C1=NNC(=C1)\C=C\C1=CC(=C(C(=C1)CC=C(C)C)O)OC)OC)O